FC=1C(=C(C=C2NC(C=3N(C12)C(=NN3)C)(C)C)OC)C3=C1C=NN(C1=CC=C3)C 9-Fluoro-7-methoxy-1,4,4-trimethyl-8-(1-methyl-1H-indazol-4-yl)-5H-[1,2,4]triazolo[4,3-a]quinoxaline